(S)-2-HYDROXY-N,N-BIS(4-METHOXYBENZYL)-2-METHYLOCT-7-ENE-4-SULFONAMIDE OC(C)(C[C@H](CCC=C)S(=O)(=O)N(CC1=CC=C(C=C1)OC)CC1=CC=C(C=C1)OC)C